FC(C(=O)O)(F)F.C(C)(C)NC(O[C@H]1C[C@H](CC1)C=1NN=C(C1)NC(=O)C=1N(N=C(C1)C1=C(C(=CC=C1)O)C=O)C)=O (1R,3S)-3-{5-[5-(2-formyl-3-hydroxyphenyl)-2-methyl pyrazole-3-amido]-2H-pyrazol-3-yl}cyclopentyl N-isopropylcarbamate 2,2,2-trifluoroacetate